1,6-dimethyl-2-oxo-4-{4-[5-(propan-2-yl)-1,3-benzoxazol-2-yl]piperidin-1-yl}-1,2-dihydroquinoline-3-carboxamide CN1C(C(=C(C2=CC(=CC=C12)C)N1CCC(CC1)C=1OC2=C(N1)C=C(C=C2)C(C)C)C(=O)N)=O